C1(CC1)N1C(C(=CC=C1)NC(=O)C=1C(=NC=2N(C1)C=C(N2)C[C@H]2COCC2)OC(C)C)=O (R)-N-(1-cyclopropyl-2-oxo-1,2-dihydropyridin-3-yl)-7-isopropoxy-2-((tetrahydrofuran-3-yl)methyl)imidazo[1,2-a]pyrimidine-6-carboxamide